Ethyl (2S)-2-amino-3-(2-oxo-3-(3-(5,6,7,8-tetrahydro-1,8-naphthyridin-2-yl)propyl)azetidin-1-yl)propanoate N[C@H](C(=O)OCC)CN1C(C(C1)CCCC1=NC=2NCCCC2C=C1)=O